C(C=C)OC1=C(N)C(=CC(=C1)OC)Cl 2-(allyloxy)-6-chloro-4-methoxyaniline